2-(2'-hydroxy-4',6'-di-t-pentylphenyl)-2H-benzotriazole OC1=C(C(=CC(=C1)C(C)(C)CC)C(C)(C)CC)N1N=C2C(=N1)C=CC=C2